COC(=O)C1OC(OC1)=O 2-oxo-1,3-dioxolane-4-carboxylic acid methyl ester